ClC=1C(N(C(=CC1OCC1=NN(C=C1)C)C)C1=CC(=NC=C1C)N1N=C(C=C1)C(C)(C)O)=O 3-Chloro-2'-(3-(2-hydroxypropan-2-yl)-1H-pyrazol-1-yl)-5',6-dimethyl-4-((1-methyl-1H-pyrazol-3-yl)methoxy)-2H-[1,4'-bipyridyl]-2-one